1-((cis)-1-(((S)-5-(ethoxycarbonyl)-6-(3-fluoro-2-methylphenyl)-2-(thiazol-2-yl)-3,6-dihydropyrimidin-4-yl)methyl)-3,3-difluoro-4-oxohexahydropyrrolo[3,4-b]pyrrol-5(1H)-yl)cyclopropane C(C)OC(=O)C1=C(NC(=N[C@H]1C1=C(C(=CC=C1)F)C)C=1SC=CN1)CN1[C@@H]2[C@H](C(C1)(F)F)C(N(C2)C2CC2)=O